N-{[4-(1-methyl-1H-pyrazol-4-yl)phenyl]methyl}-6-(7-{[1-(oxetan-3-yl)piperidin-4-yl]oxy}imidazo[1,2-a]pyridin-3-yl)pyrimidin-4-amine CN1N=CC(=C1)C1=CC=C(C=C1)CNC1=NC=NC(=C1)C1=CN=C2N1C=CC(=C2)OC2CCN(CC2)C2COC2